3-{4-[(5-chloro-7H-pyrrolo[2,3-d]pyrimidin-4-yl)oxy]bicyclo[2.2.1]hept-1-yl}-1-[5-(trifluoromethyl)-3-pyridinyl]-2,4-imidazolidinedione ClC1=CNC=2N=CN=C(C21)OC21CCC(CC2)(C1)N1C(N(CC1=O)C=1C=NC=C(C1)C(F)(F)F)=O